5-((o-tolyloxy)methyl)-1,3,4-oxadiazole-2-thiol C1(=C(C=CC=C1)OCC1=NN=C(O1)S)C